2-(7-aminopyrazolo[1,5-a]pyrimidin-3-ylamino)ethanol NC1=CC=NC=2N1N=CC2NCCO